FC1=C(C=CC=C1)S(=O)(=O)CC(=O)C1=CC=C(C=C1)C1=NOC(=N1)C(F)(F)F 2-((2-fluorophenyl)sulfonyl)-1-(4-(5-(trifluoromethyl)-1,2,4-oxadiazol-3-yl)phenyl)ethan-1-one